6-[(6-ethoxypyridazin-3-yl)amino]-4-{[3-methoxy-4-(1-methyl-1H-1,2,4-triazol-3-yl)pyridin-2-yl]amino}-N-(2H3)methylpyridazine-3-carboxamide C(C)OC1=CC=C(N=N1)NC1=CC(=C(N=N1)C(=O)NC([2H])([2H])[2H])NC1=NC=CC(=C1OC)C1=NN(C=N1)C